(S)-2-((1-(3-(3-isopropylphenyl)-1,2,4-oxadiazol-5-yl)ethyl)carbamoyl)-4-methoxypyridin-3-yl isobutyl carbonate C(OC=1C(=NC=CC1OC)C(N[C@@H](C)C1=NC(=NO1)C1=CC(=CC=C1)C(C)C)=O)(OCC(C)C)=O